C1(=CC=CC=C1)N1C(=NC=2C1=C1C(=NC2)N(C=C1)S(=O)(=O)C1=CC=C(C)C=C1)C1=CC=C(O1)CO (5-(1-phenyl-6-tosyl-1,6-dihydroimidazo[4,5-d]pyrrolo[2,3-b]pyridin-2-yl)furan-2-yl)methanol